O=C1NC(CCC1N1C(C2=CC=C(C=C2C1=O)CC(CCC)=O)=O)=O 5-[2-(2,6-dioxo-3-piperidyl)-1,3-dioxo-isoindolin-5-yl]pentan-4-aldehyde